BrC=1C=C2C(=NNC2=CC1F)F 5-bromo-3,6-difluoro-1H-indazole